ClC1=NC=C(C(=O)NC)C(=C1)NC1=CN(C2=C1C(N(C=C2)C)=O)C 6-Chloro-4-((1,5-dimethyl-4-oxo-4,5-dihydro-1H-pyrrolo[3,2-c]pyridin-3-yl)amino)-N-methylnicotinamide